hexanediol methoxymonoacrylate COC=CC(=O)OC(CCCCC)O